Cl.COC Methyl Ether Hydrochloride Salt